ClC1=NC(=NC(=C1)Cl)C(C(C(C(C)(C)C1=C(C=CC=C1F)F)=O)C)=O 1-(4,6-dichloropyrimidin-2-yl)-4-(2,6-difluorophenyl)-2,4-dimethylpentane-1,3-dione